OCCN1C(CCC1)=O 2-Hydroxyethyl-Pyrrolidone